CN(C(CC1=CC(=C(C(=O)NC2=CC(=C(C=C2)C)NC2=NC=CC(=N2)C=2C=NC=C(C2)C2=C(C=NO2)C)C=C1)C(F)(F)F)C)C 4-(2-Dimethylamino-propyl)-N-(4-methyl-3-{4-[5-(4-methyl-isoxazol-5-yl)-pyridin-3-yl]-pyrimidin-2-ylamino}-phenyl)-2-trifluoromethyl-benzamide